2-[4-(Trifluoromethyl)phenyl]-1,5,7,8-tetrahydrothiopyrano[4,3-d]pyrimidin-4-one FC(C1=CC=C(C=C1)C1=NC(C2=C(N1)CCSC2)=O)(F)F